(1-(4-bromophenyl)azetidin-2-yl)methanol BrC1=CC=C(C=C1)N1C(CC1)CO